C(C)OC(=O)C=1C=NN(C1)C1=CC(=C(C=C1)Cl)F 1-(4-chloro-3-fluorophenyl)-1H-pyrazole-4-carboxylic acid ethyl ester